4-METHYL-2-(TRIFLUOROMETHOXY)PHENYLBORONIC ACID CC1=CC(=C(C=C1)B(O)O)OC(F)(F)F